2,2-difluoro-N-(2-oxo-2-phenylethyl)acetamide FC(C(=O)NCC(C1=CC=CC=C1)=O)F